CN1C(N(C2=C1C=CC(=C2)NC=2C=NC(=NC2)N2CCC(CC2)C)C)=O 1,3-dimethyl-5-((2-(4-methylpiperidin-1-yl)pyrimidin-5-yl)amino)-1,3-dihydro-2H-benzo[d]imidazol-2-one